C(C1=CC=CC=C1)N1CC(CC1)(C#N)CO 1-benzyl-3-(hydroxymethyl)pyrrolidin-3-carbonitrile